Zinc(II) Dihydrate O.O.[Zn+2]